COC=1C=C(NCCC2=CC=CC=C2)C=CC1 3-Methoxy-N-phenethylaniline